N-benzoylglycine C(C1=CC=CC=C1)(=O)NCC(=O)O